(R)-N-(2,3-dihydroxypropoxy)-3,4-difluoro-2-((2-fluoro-4-iodophenyl)amino)benzamide O[C@@H](CONC(C1=C(C(=C(C=C1)F)F)NC1=C(C=C(C=C1)I)F)=O)CO